FC1(OC(C(O1)(F)F)(F)F)C(F)(F)F 2,4,4,5,5-pentafluoro-2-(trifluoromethyl)-1,3-dioxolane